2-bromo-7-(trifluoromethyl)-[1,2,4]triazolo[1,5-a]pyridine BrC1=NN2C(C=C(C=C2)C(F)(F)F)=N1